1-[(2E)-3-(piperidin-4-yl)prop-2-enoyl]-5,6-dihydropyridin-2(1H)-one TFA salt OC(=O)C(F)(F)F.N1CCC(CC1)/C=C/C(=O)N1C(C=CCC1)=O